[Si](C)(C)(C(C)(C)C)OC1C[C@H]2C([C@H]2C1)C(=O)OCC rel-ethyl (1R,5S,6R)-3-((tert-butyldimethylsilyl)oxy)bicyclo[3.1.0]hexane-6-carboxylate